C(C)N1C=CC(C2=CC(=C(N=C12)N1CCNCC1)F)=O 1-ethyl-6-fluoro-7-piperazin-1-yl-naphthyridine-4(1H)-one